CC1OCCC(C1)NC1=C2C(=CN=N1)C=NC=C2 [(2-methyloxan-4-yl)amino]pyrido[3,4-d]pyridazin